N-(4-(((1r,4r)-4-(3-(3-fluoro-4-(trifluoromethoxy)phenyl)ureido)cyclohexyl)oxy)phenyl)-2-methylbutanamide FC=1C=C(C=CC1OC(F)(F)F)NC(NC1CCC(CC1)OC1=CC=C(C=C1)NC(C(CC)C)=O)=O